C(=O)(OC(C)(C)C)N1[C@H](CNCC1)CO (R)-1-N-Boc-2-hydroxymethyl-piperazine